C1(=CC=CC=C1)C1=NC(=NC(=N1)C=1C=CC=2N(C3=CC=CC=C3C2C1)C#N)C=1C=CC=2N(C3=CC=CC=C3C2C1)C#N 3,3'-(6-phenyl-1,3,5-triazine-2,4-diyl)bis(9H-carbazole-9-carbonitrile)